BrC=1C=CC2=C(C(=CO2)COC2=C(C=CC(=C2)OC)CC(=O)OCC)C1 ethyl 2-(2-((5-bromobenzofuran-3-yl)methoxy)-4-methoxyphenyl)acetate